(3S,7aS)-7a-((benzyloxy)methyl)-3-(trichloromethyl)tetrahydro-1H,3H-pyrrolo[1,2-c]oxazol-1-one C(C1=CC=CC=C1)OC[C@]12N([C@@H](OC1=O)C(Cl)(Cl)Cl)CCC2